FC1=C(C=C(C(=C1)C)C1=CC(=NC(=C1)N1CCOCC1)OCCO)NC(=O)N1CC2(CCC2)CC1 N-[2-fluoro-5-[2-(2-hydroxyethoxy)-6-(morpholin-4-yl)pyridin-4-yl]-4-methylphenyl]-6-azaspiro[3.4]octane-6-carboxamide